ido-heptulose OCC(=O)[C@@H](O)[C@H](O)[C@@H](O)[C@H](O)CO